C(C)(=O)C=1C=C(C=C2C(C=C(OC12)SCC)=O)C(F)(F)F 8-acetyl-2-ethylthio-6-(trifluoromethyl)chromen-4-one